N1=CC=C2N1C=CC(=N2)C2=NC(=NC=C2)N[C@@H]2C[C@H](CC2)N (1S,3S)-N1-(4-(pyrazolo[1,5-a]pyrimidin-5-yl)pyrimidin-2-yl)cyclopentane-1,3-diamine